tert-Butyl-2-(5-(4-fluoro-2-(isopropyl(methyl)carbamoyl)phenoxy)pyrimidin-4-yl)-2,7-diazaspiro[3.5]nonane-7-carboxylate C(C)(C)(C)OC(=O)N1CCC2(CN(C2)C2=NC=NC=C2OC2=C(C=C(C=C2)F)C(N(C)C(C)C)=O)CC1